CC(COCC(=O)C1=CC=CC=C1)(C)NC(OC(C)(C)C)=O tert-Butyl N-(1,1-dimethyl-2-phenacyloxyethyl)carbamate